N1=N[Se]1(=O)=O Azoselenone